[C@H]12CN(C[C@H](CC1)N2)C=2C1=C(N=C(N2)OCC23CCCN3CC(C2)F)C(=C(N=C1)C=1C=C(C=CC1OC(F)(F)F)O)F 3-(4-((1R,5S)-3,8-diazabicyclo[3.2.1]octan-3-yl)-8-fluoro-2-((2-fluorotetrahydro-1H-pyrrolizin-7a(5H)-yl)methoxy)pyrido[4,3-d]pyrimidin-7-yl)-4-(trifluoromethoxy)phenol